2-[methyl (5-methyl-6-{[(2Z)-3-{[2-(trimethylsilyl) ethoxy] methyl}-2,3-dihydro-1,3-benzothiazol-2-ylidene] amino} pyridazin-3-yl) amino]-1,3-thiazole-4-carboxylate CN(C=1SC=C(N1)C(=O)[O-])C=1N=NC(=C(C1)C)\N=C\1/SC2=C(N1COCC[Si](C)(C)C)C=CC=C2